FC(C=1C=NC(=NC1)N1C2CN(C(C1)CC2)C(=O)OC(C)(C)C)(F)F tert-butyl (±)-5-(5-(trifluoromethyl)pyrimidin-2-yl)-2,5-diazabicyclo[2.2.2]octane-2-carboxylate